C12(CC(C1)C2)N2C[C@H](N(S(C1=C2C=C(C(=C1)O\C=C(\C(=O)O)/F)N(C)C)(=O)=O)C)CCCC (R,Z)-3-((5-(bicyclo[1.1.1]pentan-1-yl)-3-butyl-7-(dimethylamino)-2-methyl-1,1-dioxido-2,3,4,5-tetrahydrobenzo[f][1,2,5]thiadiazepin-8-yl)oxy)-2-fluoroacrylic acid